BrC1=NN(C(C1)C(=O)[O-])C1=NC=CC=C1Cl 3-bromo-1-(3-chloropyridin-yl)-4,5-dihydro-1H-pyrazole-5-carboxylate